N1=C(C=CC=C1)C1=C(N(C2=NC=CN=C21)COCC[Si](C)(C)C)C2=CC(=NC=C2)NC(C)=O N-{4-[7-(pyridin-2-yl)-5-{[2-(trimethylsilyl)ethoxy]methyl}-5H-pyrrolo[2,3-b]pyrazin-6-yl]pyridin-2-yl}acetamide